ClC=1C=CC=C2[C@H](CCOC12)NC(=O)NC=1N=C(SC1)C1=NN(C=C1)CC(F)(F)F 1-[(4S)-8-chlorochroman-4-yl]-3-[2-[1-(2,2,2-trifluoroethyl)pyrazol-3-yl]thiazol-4-yl]urea